ClC1=CC(=C(C=C1)NC(OC)=O)C(N[C@@H](C[C@H]1C(N[C@@H](C1)C)=O)C(C(=O)NC)O)=O methyl (4-chloro-2-(((2S)-3-hydroxy-1-((3S,5R)-5-methyl-2-oxopyrrolidin-3-yl)-4-(methylamino)-4-oxobutan-2-yl)carbamoyl)phenyl)carbamate